ClC1=CC2=C(NC(=N2)O[C@@H]2CO[C@H]3[C@@H]2OC[C@H]3O)C=C1C1=CC=C(C=C1)C1(CC1)CO (3R,3aR,6R,6aR)-6-((5-chloro-6-(4-(1-(hydroxymethyl)cyclopropyl)phenyl)-1H-benzo[d]imidazol-2-yl)oxy)hexahydrofuro[3,2-b]furan-3-ol